3-(4-(2-((1r,4r)-4-(((tert-butoxycarbonyl)amino)methyl)cyclohexanecarboxamido)ethoxy)phenyl)isonicotinic acid C(C)(C)(C)OC(=O)NCC1CCC(CC1)C(=O)NCCOC1=CC=C(C=C1)C1=C(C(=O)O)C=CN=C1